potassium monosulfate S(=O)(=O)([O-])[O-].[K+].[K+]